C(C)OC1C=NC=C(C1=O)OCC 3,5-diethoxypyridine-4-one